2,2,2-trifluoroethyl 2-oxo-2-[rac-(2R,5S)-2-(2,5-dimethylpyrazol-3-yl)-5-methyl-1-piperidyl]acetate O=C(C(=O)OCC(F)(F)F)N1[C@H](CC[C@@H](C1)C)C=1N(N=C(C1)C)C |r|